[Cu].NCC(=O)O L-glycine copper